NC1=NC=2C=CC(=CC2C2=C1C(=NO2)C)C(=O)N(CC2=NC=C(C=C2)C(F)(F)F)CC(C)C 4-amino-3-methyl-N-(2-methylpropyl)-N-((5-(trifluoromethyl)-2-pyridinyl)methyl)[1,2]oxazolo[4,5-c]quinoline-8-carboxamide